(3,3,3-trifluoropropyl)thiol-propanamid FC(CCC1=C(SC=C1)CCC(=O)N)(F)F